BrC1=CC=NC=2N1N=C(C2C2=NC=C(N=C2)OCC(C(F)(F)F)(F)F)S(=O)(=O)CC 7-bromo-2-(ethylsulfonyl)-3-(5-(2,2,3,3,3-pentafluoropropoxy)pyrazin-2-yl)pyrazolo[1,5-a]pyrimidine